NC=1C=C(C=C(C1)F)NC1C(NC(CC1)=O)=O 3-((3-amino-5-fluorophenyl)amino)piperidine-2,6-dione